CN(SOCC(F)(F)F)C N,N-dimethyl-trifluoroethoxysulfenamide